1-[(2R,6S)-4-acetyl-6-[[bis(4-methoxyphenyl)-phenyl-methoxy]methyl]-6-(triiso-propyl-silyloxymethyl)morpholin-2-yl]-5-methyl-pyrimidine-2,4-dione C(C)(=O)N1C[C@@H](O[C@](C1)(CO[Si](C(C)C)(C(C)C)C(C)C)COC(C1=CC=CC=C1)(C1=CC=C(C=C1)OC)C1=CC=C(C=C1)OC)N1C(NC(C(=C1)C)=O)=O